The molecule is a UDP-N-acetyl-3-O-(1-carboxyvinyl)-D-glucosamine in which the anomeric centre of the glucosamine fragment has alpha-configuration. It is a conjugate acid of an UDP-N-acetyl-3-O-(1-carboxylatovinyl)-alpha-D-glucosamine(3-). CC(=O)N[C@@H]1[C@H]([C@@H]([C@H](O[C@@H]1OP(=O)(O)OP(=O)(O)OC[C@@H]2[C@H]([C@H]([C@@H](O2)N3C=CC(=O)NC3=O)O)O)CO)O)OC(=C)C(=O)O